4-iodo-3-(trifluoromethyl)-2-pyridinamine IC1=C(C(=NC=C1)N)C(F)(F)F